aza-triazinyl(azepine) N1=NN=NC(=C1)C=1NC=CC=CC1